OC(=O)C(F)(F)F.FC=1C(=C2C(=C(NC2=C(C1)C(=O)N)C)C)C1=C2CCNCC2=CC(=C1)F (RS)-5-fluoro-4-(7-fluoro-1,2,3,4-tetrahydroisoquinolin-5-yl)-2,3-dimethyl-1H-indole-7-carboxamide TFA salt